3-[(3R,4R)-4-methyl-3-[methyl({7H-pyrrolo[2,3-d]pyrimidin-4-yl})amino]piperidin-1-yl]-3-oxopropanenitrile-N-oxide C[C@H]1[C@H](CN(CC1)C(CC#[N+][O-])=O)N(C=1C2=C(N=CN1)NC=C2)C